N-((3R,5S)-adamantan-1-yl)-8-(8-aminooctanoylamino)octanoamide C12(CC3CC(CC(C1)C3)C2)NC(CCCCCCCNC(CCCCCCCN)=O)=O